8,17-bis(6-amino-9H-purin-9-yl)-9-fluoro-3,12,18-trihydroxy-2,4,7,11,14,16-hexaoxa-3λ5,12λ5-diphosphatricyclo[13.2.1.06,10]octadecane-3,12-dione NC1=C2N=CN(C2=NC=N1)C1OC2COP(OC3C(OC(OCP(OC2C1F)(=O)O)C3O)N3C1=NC=NC(=C1N=C3)N)(=O)O